6-((3-(5-Cyclopropoxypyridin-2-yl)-1,2,4-thiadiazol-5-yl)amino)pyridin C1(CC1)OC=1C=CC(=NC1)C1=NSC(=N1)NC1=CC=CC=N1